3-(2,4,6-tris(trifluoromethyl)pyrimidin-5-yl)pentane-2,4-dione FC(C1=NC(=C(C(=N1)C(F)(F)F)C(C(C)=O)C(C)=O)C(F)(F)F)(F)F